CC1=CC=C(C=C1)S(=O)(=O)O.C(C)N=C=N ethyl-carbodiimide p-toluenesulfonate